CC1(NC=CC=N1)N1CCNCCC1 1-(2-methyl-2-pyrimidinyl)homopiperazine